OCCN1CCNCC1 2-hydroxyethylpiperazin